FC=1C=C(C(=O)OC)C=CC1N1N=C(C=C1C)C(F)(F)F methyl 3-fluoro-4-(5-methyl-3-(trifluoromethyl)-1H-pyrazol-1-yl)benzoate